2,5-diethylthioterephthalaldehyde C(C)C1=C(C=S)C=C(C(=C1)C=O)CC